3-fluoro-4-((2-((1S,2S)-2-hydroxycyclopentyl)-6,7-dimethyl-3-oxo-2,3-dihydro-1H-isoindol-5-yl)methyl)benzonitrile FC=1C=C(C#N)C=CC1CC=1C=C2C(N(CC2=C(C1C)C)[C@@H]1[C@H](CCC1)O)=O